C(=O)C1=C(C=C2CCCN(C2=N1)C(=O)NC1=NC=CC(=C1)OC1COCC1)CO 7-formyl-6-(hydroxymethyl)-N-(4-((tetrahydrofuran-3-yl)oxy)pyridin-2-yl)-3,4-dihydro-1,8-naphthyridine-1(2H)-carboxamide